[C@@H]12N(C[C@@H](C=C1)C2)C(CC2=CNC1=CC=C(C=C21)C(F)(F)F)=O 1-((1S,4R)-2-azabicyclo[2.2.1]hept-5-en-2-yl)-2-(5-(trifluoromethyl)-1H-indol-3-yl)ethan-1-one